1-(3,4,5,6-tetrahydropyran-4-yl)-4-(4,4,5,5-tetramethyl-1,3,2-dioxaborolan-2-yl)pyrazole O1CCC(CC1)N1N=CC(=C1)B1OC(C(O1)(C)C)(C)C